butane-1,3,3-tricarboxylic acid-4,4,4-d3 C(CC(C([2H])([2H])[2H])(C(=O)O)C(=O)O)C(=O)O